1-(tert-butyl) 2-methyl 4-fluoro-1H-indole-1,2-dicarboxylate FC1=C2C=C(N(C2=CC=C1)C(=O)OC(C)(C)C)C(=O)OC